tert-butyl[(1-methoxyvinyl)oxy]dimethyl-silane tert-butyl-(2S,3S)-3-hydroxy-2-methylazetidine-1-carboxylate C(C)(C)(C)OC(=O)N1[C@H]([C@H](C1)O)C.C(C)(C)(C)[Si](C)(C)OC(=C)OC